bis[(1,1-dimethyl-2-propynyl)oxy]methylphenylsilane CC(C#C)(C)OC(OC(C#C)(C)C)[SiH2]C1=CC=CC=C1